C(=O)(O)C=1C(=C(C=CC1)S(=O)(=O)[O-])F.[Na+].C(CCCCCCCCCCCC)C(C)O[Si](OCC)(OCC)CCCCCCCCF tridecyl-fluorooctyl-triethoxysilane sodium 3-carboxy-2-fluorobenzenesulfonate